COC1=CC=C(CN2N=CC(=C2)N2C[C@@H](CCC2)NC2=NC=NC(=C2)N2CCOCC2)C=C1 (R)-N-(1-(1-(4-methoxybenzyl)-1H-pyrazol-4-yl)piperidin-3-yl)-6-morpholinopyrimidin-4-amine